N(N)C1=CC=C2C(=CN(C2=C1)S(=O)(=O)C1=CC=C(C)C=C1)C 6-hydrazinyl-3-methyl-1-tosyl-1H-indole